N-[4-chloro-3-(N,N-diethylsulfamoyl)phenyl]-5-(3-fluoropyridin-4-yl)-thieno[2,3-b]pyridine-2-carboxamide ClC1=C(C=C(C=C1)NC(=O)C1=CC=2C(=NC=C(C2)C2=C(C=NC=C2)F)S1)S(N(CC)CC)(=O)=O